4,7-dimethyl-undecane CC(CCC)CCC(CCCC)C